1-(2-((2-chloro-4-fluorophenyl)amino)-5-methyl-pyridin-4-yl)-N-(1-(3-chlorophenyl)-2-hydroxy-ethyl)-1H-pyrrole-3-carboxamide ClC1=C(C=CC(=C1)F)NC1=NC=C(C(=C1)N1C=C(C=C1)C(=O)NC(CO)C1=CC(=CC=C1)Cl)C